(R)-6-(6-(2-Benzyl-4-(methylsulfonyl)piperazin-1-yl)-1-methyl-1H-pyrazolo[3,4-d]pyrimidin-3-yl)-2,3-difluoro-4-hydroxybenzonitrile C(C1=CC=CC=C1)[C@H]1N(CCN(C1)S(=O)(=O)C)C1=NC=C2C(=N1)N(N=C2C2=CC(=C(C(=C2C#N)F)F)O)C